ClC1=CC=C(C=C1)CN1CC2(CC1=O)CCN(CC2)C2=CN=C1C(=N2)N(N=C1)CC(F)F 2-[(4-chlorophenyl)methyl]-8-[1-(2,2-difluoroethyl)-1H-pyrazolo[3,4-b]pyrazin-6-yl]-2,8-diazaspiro[4.5]decan-3-one